1-(4-chlorophenyl)-6-(2,6-dimethylphenyl)-4-(2-hydroxyphenyl)-3-(4-nitrophenyl)-5,6-dihydro-1H-pyrrolo[3,4-b]pyridine-2,7-dione ClC1=CC=C(C=C1)N1C2=C(C(=C(C1=O)C1=CC=C(C=C1)[N+](=O)[O-])C1=C(C=CC=C1)O)CN(C2=O)C2=C(C=CC=C2C)C